BrC=1C=C2C(=NC=NC2=CC1)C1=CC(=C(C=C1)N1CC2(C1)CNC2)F 6-bromo-4-(3-fluoro-4-(2,6-diazaspiro[3.3]heptan-2-yl)phenyl)quinazoline